(E)-1-[2-[2-Hydroxy-3-(propylamino)propoxy]phenyl]-3-phenylprop-2-en OC(COC1=C(C=CC=C1)C\C=C\C1=CC=CC=C1)CNCCC